NC1=NC=CC2=C(C=CC=C12)C1=CC2=C(N(N=C2C=C1)C1CN(C1)C(=O)OC(C)(C)C)COC1=C(C=CC=C1)CC(=O)O 2-(2-((5-(1-aminoisoquinolin-5-yl)-2-(1-(tert-butoxycarbonyl)azetidin-3-yl)-2H-indazol-3-yl)methoxy)phenyl)acetic acid